NC(CCNC)N 3,3-diamino-N-methylpropylamine